COC1=CC=C(C=C1)C(OC[C@]1(O[C@H](CN(C1)CCCC)N1C(NC(C(=C1)C)=O)=O)CO[Si](C(C)C)(C(C)C)C(C)C)(C1=CC=CC=C1)C1=CC=C(C=C1)OC 1-[(2R,6S)-6-[[bis(4-methoxyphenyl)-phenyl-methoxy]methyl]-4-butyl-6-(triisopropyl-siloxymethyl)morpholin-2-yl]-5-methyl-pyrimidine-2,4-dione